6-chloro-1-(3,3-difluoropropyl)-1H-pyrazolo[3,4-b]pyridine ClC1=CC=C2C(=N1)N(N=C2)CCC(F)F